COC=1C=C(OC=2C(N(C(C2)=O)CC2CCOCC2)=O)C=C(C1)OC 3-(3,5-Dimethoxyphenoxy)-1-((tetrahydro-2H-pyran-4-yl)methyl)-1H-pyrrole-2,5-dione